1-(2-((2S,4R)-4-fluoro-2-(6-methylpyridin-2-ylcarbamoyl)pyrrolidin-1-yl)-2-oxoethyl)-5-(2-methylpyrimidin-5-yl)-1H-pyrazolo[3,4-d]thiazole-3-carboxamide F[C@@H]1C[C@H](N(C1)C(CN1N=C(C2=C1N=C(S2)C=2C=NC(=NC2)C)C(=O)N)=O)C(NC2=NC(=CC=C2)C)=O